C(C)(C)C1=NC(=CC=C1C=1C=C(C=2N(C1)C=C(N2)C)C)N2CCC(CC2)N2CCNCC2 6-[2-isopropyl-6-(4-piperazin-1-yl-1-piperidyl)-3-pyridyl]-2,8-dimethyl-imidazo[1,2-a]pyridine